OCCNC(CN)=O N-(hydroxyethyl)-glycinamide